C[C@H]([C@@H](C(=O)N1CCC[C@H]1C(=O)N[C@@H](CCCCN)C(=O)N[C@@H](C(C)C)C(=O)N2CCC[C@H]2C(=O)N[C@@H](CC3=CC=C(C=C3)O)C(=O)N[C@@H](CCSC)C(=O)N[C@@H](CSC/C=C(\\C)/CC/C=C(\\C)/CCC=C(C)C)C(=O)OC)NC(=O)[C@H](CC4=CC=C(C=C4)O)N)O The molecule is a nine-membered oligopeptide that consists of tyrosyl, threonyl, prolyl, lysyl, valyl, prolyl, tyrosyl, methionyl and methyl S-farnesylcysteinate residues joined in sequence. A peptide pheromone released by Schizosaccharomyces pombe cells of the cellular mating type Minus. It is an oligopeptide, a peptide pheromone and a methyl ester.